N(C(=N)N)N=C(C(=O)O)CC 2-(carbamimidamido-imino)butanoic acid